FC1=C(C(=C(C(=C1F)F)F)F)OC(=O)C=1NC2=CC=CC=C2C1 1H-indole-2-carboxylic acid 2,3,4,5,6-pentafluorophenyl ester